rac-(3aR,5R,7S,7aR)-5-(2-fluorophenyl)-1,3,3,5,7-pentamethyl-octahydrobenzo[c]isoxazole FC1=C(C=CC=C1)[C@]1(C[C@@H]2[C@H](N(OC2(C)C)C)[C@H](C1)C)C |r|